C(C)(=O)ON=CC 1-ethanone 1-(O-acetyloxime)